N-(3-([1,4'-bipiperidin]-1'-yl)-1-(3-(4-fluorophenyl)bicyclo[1.1.1]pentan-1-yl)-3-oxopropyl)nicotinamide N1(CCCCC1)C1CCN(CC1)C(CC(C12CC(C1)(C2)C2=CC=C(C=C2)F)NC(C2=CN=CC=C2)=O)=O